C1(=CC=CC=C1)NC1=NC=CC(=N1)NC1=CC=CC=C1 2,4-diphenylaminopyrimidine